NCCOCCOCCN 1,2-bis(aminoethoxy)-ethane